2-ethyl-1,2,3-propanetriol C(C)C(CO)(CO)O